3-phenylpropyl-isoindoline-1,3-dione C1(=CC=CC=C1)CCCN1C(C2=CC=CC=C2C1=O)=O